CC(CC(C)(C)C)(C)C1(C=C(C=C(C1O)C)C)C 6-(1,1,3,3-tetramethylbutyl)-2,4,6-trimethylphenol